C(C)C=1C(NC2=CC(=CN=C2C1)CN1CCN(CC1)C=1C(=NC2=C(N=CC=C2C1)NC)C([2H])([2H])[2H])=O 3-Ethyl-7-((4-(2-(methyl-d3)-8-(methylamino)-1,7-naphthyridin-3-yl)piperazin-1-yl)methyl)-1,5-naphthyridin-2(1H)-one